5-(4-bromo-2-methylbenzyl)-1-(tert-butyl)-6,7-dihydro-1H-pyrazolo[4,3-c]pyridin-4(5H)-one BrC1=CC(=C(CN2C(C3=C(CC2)N(N=C3)C(C)(C)C)=O)C=C1)C